rac-1-(4-(2-(2-(3-((dimethylamino)methyl)imidazo[1,2-a]pyridin-6-yl)-5-fluorophenoxy)ethyl)-1,5-dimethyl-1H-pyrazol-3-yl)ethan-1-ol CN(C)CC1=CN=C2N1C=C(C=C2)C2=C(OCCC=1C(=NN(C1C)C)[C@@H](C)O)C=C(C=C2)F |r|